(4-(4-cyanophenyl)piperidine-1-carbonyl)-2-cyclobutyl-N,4-dimethylbenzamide C(#N)C1=CC=C(C=C1)C1CCN(CC1)C(=O)C=1C(=C(C(=O)NC)C=CC1C)C1CCC1